N1C(=S)NC=2NC(=O)NC2C1=O thiouric acid